BrC=1C=C(C=C2C(N(C(=NC12)N1CCC(CC1)(F)F)C)=O)I 8-bromo-2-(4,4-difluoropiperidin-1-yl)-6-iodo-3-methylquinazolin-4(3H)-one